ethyl 5-(((allyloxy)carbonyl)(piperidin-4-yl)carbamoyl)-1-(4-methoxyphenyl)-1H-pyrazole-3-carboxylate C(C=C)OC(=O)N(C(=O)C1=CC(=NN1C1=CC=C(C=C1)OC)C(=O)OCC)C1CCNCC1